2-O-butyl-3-O-(2-hydroxyisobutyl)ascorbic acid C(CCC)OC=1C(=O)O[C@@H](C1OCC(C)(C)O)[C@@H](O)CO